pyrazine-2,6-diylbis(pent-4-yne-5,1-diyl) diacetate C(C)(=O)OCCCC#CC1=NC(=CN=C1)C#CCCCOC(C)=O